(R)-N-benzyl-2-(5-(2-fluoro-4-(2-(3-Methylmorpholino)ethoxy)phenyl)pyridin-2-yl)acetamide C(C1=CC=CC=C1)NC(CC1=NC=C(C=C1)C1=C(C=C(C=C1)OCCN1[C@@H](COCC1)C)F)=O